CSC1=NC=C(C(=N1)C(=O)OC)S(=O)(=O)C1=CC=CC=C1 methyl 2-(methylsulfanyl)-5-(phenylsulfonyl)pyrimidine-4-carboxylate